O=C1NC(CCC1N1C(C2=CC(=C(C=C2C1=O)N1CCC(CC1)C=O)F)=O)=O 1-[2-(2,6-dioxopiperidin-3-yl)-6-fluoro-1,3-dioxoisoindol-5-yl]piperidine-4-carbaldehyde